O=C1NC(CCC1C1=C(CN(C2CCN(CC2)C=2C=CC3=C(N(C(=N3)NC(C3=CC(=CC=C3)C(F)(F)F)=O)C3CCC(CC3)CO)C2)C)C=CC=C1)=O N-(6-(4-((2-(2,6-dioxopiperidin-3-yl)benzyl)(methyl)amino)piperidin-1-yl)-1-((1s,4s)-4-(hydroxymethyl)cyclohexyl)-1H-benzo[d]imidazol-2-yl)-3-(trifluoromethyl)benzamide